4-bromo-[1,3]dioxolo[4',5':5,6]benzo[1,2-d]thiazol-7-amine BrC1=CC2=C(N=C(S2)N)C2=C1OCO2